C(CCCCCCCCCCCCCCC)[SiH2]OCC hexadecylethoxysilane